(4-(2-(dimethylamino)ethyl)piperazin-1-yl)-6-(3,5-dimethylisoxazol-4-Yl)-N-(furan-2-ylmethyl)quinazolin-4-amine CN(CCN1CCN(CC1)C1=NC2=CC=C(C=C2C(=N1)NCC=1OC=CC1)C=1C(=NOC1C)C)C